C(C(=C)C)(=O)OCCC(C(C)OC(F)(F)F)C 3-(2-methacryloyloxyethyl)-2-trifluoromethyloxybutane